C[C@@H]1C(CNCCC1)N (4S)-4-methylazepan-3-amine